trifluoromethylthioaziridine FC(SN1CC1)(F)F